1-(6-(7,7-dimethyl-4-(((2S)-4-methyl-1-(5-methyl-1,2,4-oxadiazol-3-yl)-2-pentanyl)amino)-5,6,7,8-tetrahydro-2-quinazolinyl)-2,6-diazaspiro[3.4]octan-2-yl)-2-propen-1-one CC1(CCC=2C(=NC(=NC2C1)N1CC2(CN(C2)C(C=C)=O)CC1)N[C@H](CC1=NOC(=N1)C)CC(C)C)C